FC=1C(=NC=C(C1I)F)NS(=O)(=O)CCCF N-(3,5-difluoro-4-iodopyridin-2-yl)-3-fluoropropane-1-sulfonamide